3-(4-(2-ethoxyvinyl)-3-methyl-2-oxo-2,3-dihydro-1H-benzo[d]imidazol-1-yl)piperidine-2,6-dione C(C)OC=CC1=CC=CC=2N(C(N(C21)C)=O)C2C(NC(CC2)=O)=O